1-hydroxy-2,2,4-trimethylpentan-3-one OCC(C(C(C)C)=O)(C)C